[7-fluoro-5-methyl-6-(1-methylcyclopropyl)pyrrolo[2,3-b]pyrazin-3-yl]methanol FC1=C(N(C2=NC(=CN=C21)CO)C)C2(CC2)C